methyl (1S,3S)-3-((6-(5-chloro-3-(((methyl(propyl)carbamoyl)oxy)methyl)thiophen-2-yl)-2-methylpyridin-3-yl)oxy)cyclohexane-1-carboxylate ClC1=CC(=C(S1)C1=CC=C(C(=N1)C)O[C@@H]1C[C@H](CCC1)C(=O)OC)COC(N(CCC)C)=O